N-myristoyl-N-methyltaurine C(CCCCCCCCCCCCC)(=O)N(CCS(=O)(=O)O)C